ClC=1C=C(CN2CCC(CC2)CN2N=NC(=C2)C2=C(NC3=CC=C(C=C23)F)C(=O)OCC(C)C)C=CC1C=1C=CC2=C(CCO2)C1 isobutyl 3-(1-((1-(3-chloro-4-(2,3-dihydrobenzofuran-5-yl)benzyl)piperidin-4-yl)methyl)-1H-1,2,3-triazol-4-yl)-5-fluoro-1H-indole-2-carboxylate